CC1=C(C(=O)C(=C(C1=O)OC)OC)CCCCCCCCCCO The molecule is a member of the class of 1,4-benzoquinones which is substituted by methoxy groups at positions 2 and 3, by a methyl group at positions 5, and by a 10-hydroxydecyl group at positions 6. Initially developed for the treatment of Alzheimer's disease, benefits were modest; it was subsequently found to be of benefit for the symptomatic treatment of Friedreich's ataxia. It has a role as an antioxidant. It is a primary alcohol and a member of 1,4-benzoquinones.